FC=1C=C(C=C2C=NNC12)C#CC1=NC(=NC=C1)C1=NC(=NC=C1)NCC=1C(=NC=CC1)F ((7-fluoro-1H-indazol-5-yl)ethynyl)-N-((2-fluoropyridin-3-yl)methyl)-[2,4'-bipyrimidin]-2'-amine